(3S)-1-(4-((4-(1-hydroxy-3-(5-hydroxy-6-oxo-1,6-dihydropyrimidin-4-yl)propan-2-yl)phenyl)ethynyl)benzyl)pyrrolidine-3-carbonitrile OCC(CC=1N=CNC(C1O)=O)C1=CC=C(C=C1)C#CC1=CC=C(CN2C[C@H](CC2)C#N)C=C1